7-{[(benzyloxy)carbonyl]amino}heptanoic acid C(C1=CC=CC=C1)OC(=O)NCCCCCCC(=O)O